1-hexyl-3-vinylimidazolium tetrafluoroborate F[B-](F)(F)F.C(CCCCC)N1C=[N+](C=C1)C=C